(1R,2S,3R,5R)-3-[5-(4-methoxy-1,3-thiazol-2-yl)pyrrolo[2,3-d]pyrimidin-7-yl]-5-[({3-[(2-phenylethyl)amino]propyl}amino)methyl]cyclopentane-1,2-diol COC=1N=C(SC1)C1=CN(C=2N=CN=CC21)[C@H]2[C@@H]([C@@H]([C@H](C2)CNCCCNCCC2=CC=CC=C2)O)O